C(C(C)C)SC1=C(C=CC=C1)O (isobutylthio)phenol